C(C)(=O)N1CC(CC1)N1N=CC(=C1)C(=O)N1CCC2(C(C2)CNC(=O)C2=CC=3C(=CN=CC3)O2)CC1 N-[[6-[1-(1-acetylpyrrolidin-3-yl)pyrazole-4-carbonyl]-6-azaspiro[2.5]octan-2-yl]methyl]furo[2,3-c]pyridine-2-carboxamide